N,N-dimethyl-hydroxyethyl-cyclohexyl-ammonium bromide [Br-].C[N+](C)(C1CCCCC1)CCO